C(C(C)C)N(C1=C(C=C(C=C1)C(CC(=O)OC(CCC)OC([C@H](C(C)C)NC([C@H](C)OP(=O)(O)O)=O)=O)CC)NC(=O)NC1=CC=C(C=C1)C)CC(C)C Methyl-1-(((S)-3-methyl-2-((S)-2-(phosphonooxy)propanamido)butanoyl) oxy)propyl 3-(4-(diisobutylamino)-3-(3-(p-tolyl)ureido)phenyl)pentanoate